N-(tert-butyl)-5-(3-(2-(tert-butylamino)-2-oxoethoxy)-6-phenylpyridin-2-yl)thiophene-2-carboxamide C(C)(C)(C)NC(=O)C=1SC(=CC1)C1=NC(=CC=C1OCC(=O)NC(C)(C)C)C1=CC=CC=C1